C1=CC=CC=2C3=CC=CC=C3C(C12)COC(=O)N([C@@H](CC(=O)OC(C)(C)C)C(=O)N[C@H](C(=O)OC)CNC(=O)OC(C)(C)C)C (S)-tert-Butyl 3-((((9H-fluoren-9-yl)methoxy)carbonyl)(methyl)amino)-4-(((S)-3-((tert-butoxy-carbonyl)amino)-1-methoxy-1-oxopropan-2-yl)amino)-4-oxobutanoate